3-(5-isopropoxy-pyridin-2-yl)-N-(3-methyl-pyridin-2-yl)-1,2,4-thiadiazol-5-amine C(C)(C)OC=1C=CC(=NC1)C1=NSC(=N1)NC1=NC=CC=C1C